[(3s)-1-(3-bromo-7-fluoroquinolin-2-yl)pyrrolidin-3-yl]-N-ethyl-2-methyl-propenamide BrC=1C(=NC2=CC(=CC=C2C1)F)N1C[C@@H](CC1)C=C(C(=O)NCC)C